N-(2-(1-cyclopropyl-1H-pyrazol-4-yl)pyrimidin-4-yl)-7-fluoro-5-isopropyl-8-((2R,3S)-2-methyl-3-((methylsulfonyl)methyl)azetidin-1-yl)isoquinolin-3-amine C1(CC1)N1N=CC(=C1)C1=NC=CC(=N1)NC=1N=CC2=C(C(=CC(=C2C1)C(C)C)F)N1[C@@H]([C@H](C1)CS(=O)(=O)C)C